C(C)(C)(C)OC(=O)NCCNC([C@H](CC1=CC=CC=C1)NC(OCC1C2=CC=CC=C2C=2C=CC=CC12)=O)=O (9H-fluoren-9-yl)methyl (S)-(1-((2-((tert-butoxycarbonyl)amino)ethyl)amino)-1-oxo-3-phenylpropan-2-yl)carbamate